(3R)-3-fluoro-1-(pyrrolidin-3-ylmethyl)pyrrolidine dihydrochloride Cl.Cl.F[C@H]1CN(CC1)CC1CNCC1